F[P-](F)(F)(F)(F)F.[Zn+2].C(C)N1C(=NC(=C1C)C)C.F[P-](F)(F)(F)(F)F 1-ethyl-trimethyl-imidazole zinc hexafluorophosphate